CC1(CC1)C1=NC=CC=C1 1-methylcyclopropylpyridine